didecyltrimethoxysilane C(CCCCCCCCC)C(O[SiH](OC)OC)CCCCCCCCCC